4-nitrophenyl 5-({bis[({[(1-methoxy-2-methylpropan-2-yl) oxy] carbonyl} oxy) methoxy] phosphoryl} difluoromethyl)-1-benzothiophene-2-carboxylate COCC(C)(C)OC(=O)OCOP(=O)(OCOC(=O)OC(COC)(C)C)C(C=1C=CC2=C(C=C(S2)C(=O)OC2=CC=C(C=C2)[N+](=O)[O-])C1)(F)F